C(C)(C)(C)OC(NC(=O)OC(C)(C)C)=O N-[(tert-butoxy)carbonyl]carbamic acid tert-butyl ester